CC1=C(C=NC(=C1)C)C1COC2=C(O1)C(=CC(=C2)CN2C=NC=1C2=NC=C(C1)OC)OC 3-((2-(4,6-dimethylpyridin-3-yl)-8-methoxy-2,3-dihydrobenzo[b][1,4]dioxin-6-yl)methyl)-6-methoxy-3H-imidazo[4,5-b]pyridine